FC1=CC=C(C=C1)N1CCN(CC1)C(=O)C1=CC=2CSC=3C=CC=CC3C2S1 (4-(4-fluorophenyl)piperazin-1-yl)(4H-thieno[3,2-c]thiochromen-2-yl)methanone